CNC1=CC(=CC=C1)C1=CCC2(OCCO2)CC1 N-methyl-3-(1,4-dioxaspiro[4.5]dec-7-en-8-yl)aniline